Cyclopropanecarboxylic acid (E)-2-(3,5-dimethylhex-3-en-2-yloxy)-2-methylpropyl ester C/C(/C(C)OC(COC(=O)C1CC1)(C)C)=C\C(C)C